3-fluoro-5-(6-methoxypyridin-3-yl)-4-methylthiophen FC1=CSC(=C1C)C=1C=NC(=CC1)OC